5-iodo-3-((3-isopropylphenyl)amino)-4H-benzo[e][1,2,4]thiadiazine 1,1-dioxide IC1=CC=CC2=C1NC(=NS2(=O)=O)NC2=CC(=CC=C2)C(C)C